C12CNCC(CC1)N2C=2SC=1CN(CCC1N2)C(CC=2C=NC(=CC2)F)=O 1-(2-(3,8-diazabicyclo[3.2.1]octan-8-yl)-6,7-dihydrothiazolo[5,4-c]pyridin-5(4H)-yl)-2-(6-fluoropyridin-3-yl)ethan-1-one